ClC1=C(C(=CC=C1F)F)N1N=C(C(=N1)C(=O)N)NC1=CC=C(C=C1)C(=O)N1C[C@@H](CC1)F (R)-2-(2-chloro-3,6-difluorophenyl)-5-((4-(3-fluoropyrrolidine-1-carbonyl)phenyl)amino)-2H-1,2,3-triazole-4-carboxamide